C(C)OC(=O)C=1NC=CC1NCC1=C(C=CC=C1)CN1C(C2=CC=CC=C2C1=O)=O 3-((2-((1,3-dioxoisoindolin-2-yl)methyl)benzyl)amino)-1H-pyrrole-2-carboxylic acid ethyl ester